1-benzyl-4-methoxy-1,2,3,6-tetrahydropyridine C(C1=CC=CC=C1)N1CCC(=CC1)OC